ClC1=CC=C(C=C1)CC1=NSC(=N1)OC1=CC(=C(C=C1C)C(=N)N(C)CC)C [4-[[3-[(4-chlorophenyl)methyl]-1,2,4-thiadiazol-5-yl]oxy]-2,5-dimethyl-phenyl]-N-ethyl-N-methyl-formamidine